CC(=C)CCC 2-Methyl-Penten